Cl.Cl.CN(C1CCC(CC1)N(C=1SC2=C(N=NC(=C2)C2=C(C=C(C=C2)C=2C=NNC2)O)N1)C)C 2-(6-{[(1r,4r)-4-(Dimethylamino)cyclohexyl](methyl)amino}[1,3]thiazolo[4,5-c]pyridazin-3-yl)-5-(1H-pyrazol-4-yl)phenol-Dihydrochlorid